5-(1-fluoro-3-hydroxy-7-{2-[methyl(2-methylpropyl)amino]ethoxy}naphthalen-2-yl)-1λ6,2,5-thiadiazolidine-1,1,3-trione FC1=C(C(=CC2=CC=C(C=C12)OCCN(CC(C)C)C)O)N1CC(NS1(=O)=O)=O